CN1N=C(C(=C1)S(=O)(=O)N1CCC(CC1)C=1C(=CC=2N(C1)N=CN2)C(F)(F)F)C(F)(F)F 6-(1-((1-methyl-3-(trifluoromethyl)-1H-pyrazol-4-yl)sulfonyl)piperidin-4-yl)-7-(trifluoromethyl)-[1,2,4]triazolo[1,5-a]pyridine